COC1=C(C(=C2C(=C1)OC(=CC2=O)C3=CC(=C(C=C3)O)O)O)OC The molecule is a dimethoxyflavone that is flavone substituted by methoxy groups at positions 6 and 7 and hydroxy groups at positions 5, 3' and 4' respectively. It has a role as a plant metabolite. It is a trihydroxyflavone and a dimethoxyflavone. It derives from a flavone.